COC1=C(C=CC=C1)B(O)O methoxyphenyl-boronic acid